C(C)(=O)C1CC=C(CC1)C1=CC=C(C(=N1)OC1=C(C=C(C=C1C)C)C)C(=O)NS(=O)(=O)C1=NC(=CC=C1)N 6-(4-Acetylcyclohexen-1-yl)-N-[(6-amino-2-pyridyl)sulfonyl]-2-(2,4,6-trimethylphenoxy)pyridin-3-carboxamid